2-(4-bromophenyl)dibenzothiophene BrC1=CC=C(C=C1)C1=CC2=C(SC3=C2C=CC=C3)C=C1